FC1=CC=C(C=C1)[C@@H]1N(OCC1)C1=CC(=NC=N1)NC=1C(=CC(=C(C1)NC(C=C)=O)N1CCC(CC1)N1C[C@@H]2N(CC[C@@H]2C1)C)OC N-(5-((6-((R)-3-(4-fluorophenyl)isoxazolidine-2-yl)pyrimidine-4-yl)amino)-4-methoxy-2-(4-((3aR,6aR)-1-methylhexahydro-pyrrolo[3,4-b]pyrrole-5(1H)-yl)piperidine-1-yl)phenyl)acrylamide